S(CC(C(=O)OCCCC)C)CC(C(=O)OCCCC)C dibutyl 3,3'-thiodiisobutyrate